(1S,4R)-N-(2-fluoro-4-methyl-5-(pyrrolo[2,1-f][1,2,4]triazin-2-yl)phenyl)-3,4-dihydro-1,4-methanoisoquinoline-2(1H)-carboxamide FC1=C(C=C(C(=C1)C)C1=NN2C(C=N1)=CC=C2)NC(=O)N2[C@@H]1C3=CC=CC=C3[C@H](C2)C1